3-aminopropionoyl-CoA NCCC(=O)SCCNC(CCNC([C@@H](C(COP(OP(OC[C@@H]1[C@H]([C@H]([C@@H](O1)N1C=NC=2C(N)=NC=NC12)O)OP(=O)(O)O)(=O)O)(=O)O)(C)C)O)=O)=O